NC1(CC1)C(=O)N1CCN(CC1)C=1C=2N(C=C(C1)S(=O)(=O)NC1(CC1)C#N)C(=NC2)C=2SC(=NN2)C(F)(F)F 8-(4-(1-aminocyclopropane-1-carbonyl)piperazin-1-yl)-N-(1-cyanocyclopropyl)-3-(5-(trifluoromethyl)-1,3,4-thiadiazol-2-yl)imidazo[1,5-a]pyridine-6-sulfonamide